C(C=C)SCCC(=O)O 3-(PROP-2-EN-1-YLSULFANYL)PROPANOIC ACID